N-(2-chloropyridin-3-yl)-2-methyl-4H-thieno[3,2-b]pyrrole-5-carboxamide ClC1=NC=CC=C1NC(=O)C1=CC2=C(N1)C=C(S2)C